CC1=CC2=CN(N=C2C=C1NC(C(C)N1C=C(C2=CC(=CC=C12)S(=O)(=O)N1CCCCC1)C)=O)C1CN(C1)C(=O)OC(C)(C)C tert-butyl 3-[5-methyl-6-[2-[3-methyl-5-(1-piperidylsulfonyl)indol-1-yl]propanoylamino]indazol-2-yl]azetidine-1-carboxylate